ClC=1C=CC(=NC1)C(CNC(=O)C=1SC(=NN1)C1=C(C=C(C=C1)F)F)(C)C=1C=NN(C1)C N-[2-(5-chloropyridin-2-yl)-2-(1-methylpyrazol-4-yl)propyl]-5-(2,4-difluorophenyl)-1,3,4-thiadiazole-2-carboxamide